ClC=1C(N(C=CC1I)C)=O 3-chloro-4-iodo-1-methylpyridin-2-one